BrC=1C=CC(=C(C(=O)NC2=C(C=C(C=C2)[N+](=O)[O-])Cl)C1)NS(=O)(=O)C 5-bromo-N-(2-chloro-4-nitrophenyl)-2-(methylsulfonamido)benzamide